IC=1C(N(C2=CC=NC=C2C1)C)=O 3-iodo-1-methyl-1,6-naphthyridin-2-one